N[C@H]1C[C@H](N(CC1)C(=O)N1CC2(CCCC2)[C@@H](CC1)CN1C=NC2=CC=C(C=C2C1=O)F)C1=CC(=CC(=C1)F)F 3-(((R)-7-((2S,4R)-4-amino-2-(3,5-difluorophenyl)piperidine-1-carbonyl)-7-azaspiro[4.5]decan-10-yl)methyl)-6-fluoroquinazolin-4(3H)-one